(S)-2-amino-3-(6-((carboxymethyl)amino)pyridin-3-yl)propanoic acid N[C@H](C(=O)O)CC=1C=NC(=CC1)NCC(=O)O